4-(3-((4-(3-carbamoyl-1H-pyrazole-1-carbonyl)piperazin-1-yl)methyl)phenyl)tetrahydro-2H-pyran-4-carboxylic acid C(N)(=O)C1=NN(C=C1)C(=O)N1CCN(CC1)CC=1C=C(C=CC1)C1(CCOCC1)C(=O)O